CN(C1CN(C1)C1=CC=C(C=N1)N1C=C(C(C2=CC(=C(C=C12)N1C(CC1COC1=NC=CC=C1)=O)C)=O)C(=O)O)C 1-[6-[3-(dimethylamino)azetidin-1-yl]pyridin-3-yl]-6-methyl-4-oxo-7-[2-oxo-4-[(pyridin-2-yloxy)methyl]azetidin-1-yl]quinoline-3-carboxylic acid